(3S,4S)-8-(9-(3-chloro-3-methylbut-1-yn-1-yl)-7H-imidazo[1,2-c]pyrazolo[4,3-e]pyrimidin-5-yl)-3-methyl-2-oxa-8-azaspiro[4.5]decan-4-amine ClC(C#CC1=NNC2=C1C=1N(C(=N2)N2CCC3([C@@H]([C@@H](OC3)C)N)CC2)C=CN1)(C)C